[N+](=O)([O-])C=1C(=CC2=C(OCC3N2CCN(C3)C(=O)OC(C)(C)C)C1)C(=O)OC 3-(tert-butyl) 9-methyl 8-nitro-1,2,4a,5-tetrahydrobenzo[b]pyrazino[1,2-d][1,4]oxazine-3,9(4H)-dicarboxylate